(M,S)-6,7-dichloro-1-(2-isopropyl-4-methylpyridin-3-yl)-4-(2-methylpiperazin-1-yl)pyrido[2,3-d]pyrimidin-2(1H)-one ClC1=CC2=C(N(C(N=C2N2[C@H](CNCC2)C)=O)C=2C(=NC=CC2C)C(C)C)N=C1Cl